COC1=CC=C(C=N1)C(CC(=O)O)N1N=CC(=N1)CCCC1=NC=2NCCCC2C=C1 3-(6-methoxypyridin-3-yl)-3-(4-(3-(5,6,7,8-tetrahydro-1,8-naphthyridin-2-yl)propyl)-2H-1,2,3-triazol-2-yl)propionic acid